N-{2-methanesulfonyl-5-[2-(triisopropylsilyl)ethynyl]pyrido[2,3-d]pyrimidin-7-yl}-1-methylimidazol-2-amine CS(=O)(=O)C=1N=CC2=C(N1)N=C(C=C2C#C[Si](C(C)C)(C(C)C)C(C)C)NC=2N(C=CN2)C